(2R,4R)-1-cyano-4-methoxy-N-[2-oxo-2-[1-(2-piperidyl)ethylamino]-1-(3-pyridyl)ethyl]-N-[4-(pentafluoro-λ6-sulfanyl)phenyl]pyrrolidine-2-carboxamide C(#N)N1[C@H](C[C@H](C1)OC)C(=O)N(C1=CC=C(C=C1)S(F)(F)(F)(F)F)C(C(NC(C)C1NCCCC1)=O)C=1C=NC=CC1